N1C=CC2=C(C=CC=C12)C1=CC(=C2C=NNC2=C1)C=1OC(=CN1)CN1CCN(CC1)C(C)C 2-[6-(1H-indol-4-yl)-1H-indazol-4-yl]-5-[(4-propan-2-ylpiperazin-1-yl)methyl]-1,3-oxazole